3-amino-5-fluorobenzotrifluoride NC=1C=C(C=C(C1)F)C(F)(F)F